C(#N)C(=CC1=CC=C(S1)C1=CC=C(C=C1)N(C1=CC=C(C(=O)O)C=C1)C1=CC=C(C=C1)C=1SC(=CC1)C=C(C#N)C#N)C#N 4-(Bis-{4-[5-(2,2-dicyano-vinyl)-thiophene-2-yl]-phenyl}-amino)-benzoic acid